1-methyl-2-(oxazolo[5,4-b]pyridin-2-ylamino)-1H-benzo[d]imidazole-5-carboxylic acid ethyl ester C(C)OC(=O)C1=CC2=C(N(C(=N2)NC=2OC3=NC=CC=C3N2)C)C=C1